C(C)N1N=CC2=C1N(C(C=1C=C(C=C(C21)C(C)NC2=C(C(=O)O)C=C(C=C2)F)C)=O)CC ((1-(3,4-diethyl-7-methyl-5-oxo-4,5-dihydro-3H-pyrazolo[3,4-c]isoquinolin-9-yl)ethyl)amino)-5-fluorobenzoic acid